(2-METHYL-CYCLOPENTYL)-ACETIC ACID CC1C(CCC1)CC(=O)O